methyl (R)-4-(((6-bromo-2,3,4,9-tetrahydro-1H-carbazol-1-yl)amino)methyl)benzoate BrC=1C=C2C=3CCC[C@H](C3NC2=CC1)NCC1=CC=C(C(=O)OC)C=C1